tert-butyl (R)-6-(3-(((2-cyanopyridin-4-yl)methyl)carbamoyl)-5-(3,5-difluorophenyl)pyridin-4-yl)-1,6-diazaspiro[3.4]octane-1-carboxylate C(#N)C1=NC=CC(=C1)CNC(=O)C=1C=NC=C(C1N1C[C@]2(CCN2C(=O)OC(C)(C)C)CC1)C1=CC(=CC(=C1)F)F